dioctyltin bisacetoacetate C(CC(=O)C)(=O)[O-].C(CC(=O)C)(=O)[O-].C(CCCCCCC)[Sn+2]CCCCCCCC